N-((1-(4-(trifluoromethyl)phenyl)-1,2,3,4-tetrahydro-1,5-naphthyridin-3-yl)methyl)propionamide FC(C1=CC=C(C=C1)N1CC(CC2=NC=CC=C12)CNC(CC)=O)(F)F